COC1=CC2=C(OCCN2C(=O)[O-])C=C1 6-methoxy-2,3-dihydro-4H-benzo[b][1,4]oxazine-4-carboxylate